methyl-1-(6-(trifluoromethyl)pyridazin-3-yl)ethan-1-amine CC(C)(N)C=1N=NC(=CC1)C(F)(F)F